2-(4-Fluorophenyl)-3-(6-methoxypyridin-3-yl)-1,3-thiazolidin-4-one FC1=CC=C(C=C1)C1SCC(N1C=1C=NC(=CC1)OC)=O